F\C(=C\C1=CC=CC=C1)\OC=1C=C(C=CC1)\C(\C)=N\OCC1=C(C=CC=C1)\C(\C(=O)NC)=N/OC (2E)-2-{2-[({[(1E)-1-(3-{[(E)-1-fluoro-2-phenylvinyl]oxy}phenyl)-ethylidene]amino}oxy)methyl]phenyl}-2-(methoxyimino)-N-methylacetamide